5-(3-(5-(1-(3-Bromo-2-fluorophenyl)ethyl)-1H-imidazol-2-yl)-4-fluorophenoxy)-6-fluoro-4-methyl-1H-indole BrC=1C(=C(C=CC1)C(C)C1=CN=C(N1)C=1C=C(OC=2C(=C3C=CNC3=CC2F)C)C=CC1F)F